ClC1=C(C=CC(=C1)Cl)NCC1=C(C(=O)O)C=CC=C1 (((2,4-dichlorophenyl)amino)methyl)benzoic acid